3-(3-(4-(2-aminoethyl)phenyl)-5-(3-morpholinophenyl)-3H-imidazo[4,5-b]pyridin-2-yl)pyridin-2-amine NCCC1=CC=C(C=C1)N1C(=NC=2C1=NC(=CC2)C2=CC(=CC=C2)N2CCOCC2)C=2C(=NC=CC2)N